N-(5-(((5-(tert-butyl)oxazol-2-yl)methyl)thio)thiazol-2-yl)-1'-(2-(2,6-dioxopiperidin-3-yl)benzyl)-[1,4'-bipiperidine]-4-carboxamide C(C)(C)(C)C1=CN=C(O1)CSC1=CN=C(S1)NC(=O)C1CCN(CC1)C1CCN(CC1)CC1=C(C=CC=C1)C1C(NC(CC1)=O)=O